CC(C)OC(C1=CC=CC=C1)=O benzoic acid propan-2-yl ester